C(C)(C)(C)OC(=O)N1[C@H](CCC1)C1=CC(=C(C=C1)C=1N=C2SC3=C(N2C1)C=CC(=C3)C(NC3CCN(CC3)C)=O)F (R)-2-(3-fluoro-4-(7-((1-methylpiperidin-4-yl)carbamoyl)benzo[d]imidazo[2,1-b]thiazol-2-yl)phenyl)pyrrolidine-1-carboxylic acid tert-butyl ester